2-((allyloxy)methyl)-1,3-dimethylbenzene C(C=C)OCC1=C(C=CC=C1C)C